N1(N=CN=C1)CCN1C=C(C=2C1=NC(=CC2)C(=O)N2C(C(NCC2)=O)(C)C)C2=CC(=C(C=C2)Cl)F 4-(1-(2-(1H-1,2,4-triazol-1-yl)ethyl)-3-(4-chloro-3-fluorophenyl)-1H-pyrrolo[2,3-b]pyridine-6-carbonyl)-3,3-dimethylpiperazin-2-one